2-(4-bromo-2-methoxy-anilino)-N-isopropyl-acetamide BrC1=CC(=C(NCC(=O)NC(C)C)C=C1)OC